C(C1=CC=CC=C1)OC(=O)NC1(CC1)C\C=C\1/C[C@H](N(C1=O)C(=O)OC)C(=O)[O-] methyl (2S,4E)-4-[2-[1-(benzyloxycarbonylamino)cyclopropyl]ethylidene]-5-oxo-pyrrolidine-1,2-dicarboxylate